4-(4-(difluoromethyl)-6-hydroxypyridin-2-yl)cyclohexan-1-one FC(C1=CC(=NC(=C1)O)C1CCC(CC1)=O)F